2H-s-indacen-1-one C1(CC=C2C=C3C=CC=C3C=C12)=O